ClC=1C(=NC(=NC1)OC)N 5-chloro-2-methoxypyrimidin-4-amine